C(\C=C/C(=O)O)(=O)O.C(\C=C/C(=O)O)(=O)O.ClC=1C=C(C=CC1F)NC1=NC=NC2=CC(=C(C=C12)NC(C=CCN(C)C)=O)O[C@@H]1COCC1 4-[(3-Chloro-4-fluorophenyl)amino]-6-{[4-(N,N-dimethylamino)-1-oxo-2-buten-1-yl]amino}-7-((S)-tetrahydrofuran-3-yloxy)quinazoline dimaleate